7-Bromo-1,1,1-trifluoroheptan-on BrCCCCCC(C(F)(F)F)=O